(Z)-1-(2-Hydroxyphenyl)-3-(4-hydroxyphenyl)prop-2-en-1-one OC1=C(C=CC=C1)C(\C=C/C1=CC=C(C=C1)O)=O